BrC1=CC=C(OC2=CC=C(C(=N2)C(F)(F)F)C(CN2N=CN=C2)(C)O)C=C1 2-[6-(4-bromophenoxy)-2-trifluoromethyl-3-pyridinyl]-1-(1,2,4-triazol-1-yl)propan-2-ol